1-(cyclopropylmethyl)-1,7-dihydro-6H-pyrazolo[3,4-b]pyridin-6-one C1(CC1)CN1N=CC2=C1NC(C=C2)=O